CC(C(=O)NNC(C(=O)OCC)=O)(C)C1=CC=CC=C1 ethyl 2-(2-(2-methyl-2-phenylpropionyl) hydrazino)-2-oxoacetate